Sodium Dodecylsulfate C(CCCCCCCCCCC)OS(=O)(=O)[O-].[Na+]